CC1=CCN(C=C1C(F)(F)F)C(C)C1CC2(CN(C2)C(=O)OC(C)(C)C)C1 Tert-Butyl 6-[1-[4-methyl-5-(trifluoromethyl)-1-pyridyl]ethyl]-2-azaspiro[3.3]heptane-2-carboxylate